3-(1-(4-bromophenoxy)-2-methoxyethyl)pyridine BrC1=CC=C(OC(COC)C=2C=NC=CC2)C=C1